ClC=1C(=NC(=NC1)NC1=C(C=C(C(=C1)C)C1CCNCC1)OC1CC1)NC=1C(=NN(C1)C)S(=O)(=O)C(C)C 5-chloro-N2-(2-cyclopropoxy-4-piperidin-4-yl-5-methylphenyl)-N4-[1-methyl-3-(isopropylsulfonyl)-1H-pyrazol-4-yl]-pyrimidin-2,4-diamine